C(C)OC(C(C)(C)OC1=C(C=C(C=C1C)CN1C(=NN(C1=O)C1=CC=C(C=C1)Br)C)C)=O 2-(4-((1-(4-bromophenyl)-3-methyl-5-oxo-1,5-dihydro-4H-1,2,4-triazol-4-yl)methyl)-2,6-dimethylphenoxy)-2-methylpropanoic acid ethyl ester